NCCNCCC[Si](OCC)(OCC)OCC (2-aminoethylaminopropyl)(triethoxy)silane